ClC(CC)Br Chlorobromopropane